(14S)-8-tert-butyl-17-(5-tert-Butylpyridin-2-yl)-12,12-dimethyl-2λ6-thia-3,9,11,18,23-pentaazatetracyclo[17.3.1.111,14.05,10]tetracosa-1(23),5(10),6,8,19,21-hexaene-2,2,4-trione C(C)(C)(C)C=1C=CC=2C(NS(C=3C=CC=C(NC(CC[C@H]4CC(N(C2N1)C4)(C)C)C4=NC=C(C=C4)C(C)(C)C)N3)(=O)=O)=O